3-tert-butyl-1-{1-[(2-cyano-5-methylphenyl)methyl]-2-oxo-3,4-dihydroquinolin-6-yl}urea C(C)(C)(C)NC(NC=1C=C2CCC(N(C2=CC1)CC1=C(C=CC(=C1)C)C#N)=O)=O